1-(4-fluoro-1-oxoisoindolin-2-yl)dihydropyrimidine-2,4(1h,3h)-dione FC1=C2CN(C(C2=CC=C1)=O)N1C(NC(CC1)=O)=O